ClC1=C(C=C2C(=C(N(C2=C1F)C)C=1NC(=NN1)[C@@H](CO)OC)N1C=NC=C1)OC (S)-2-(5-(6-chloro-7-fluoro-3-(1H-imidazol-1-yl)-5-methoxy-1-methyl-1H-indol-2-yl)-4H-1,2,4-triazol-3-yl)-2-methoxyethan-1-ol